FC(C1=CC=C(C=N1)C1CC2(CN(C2)C(=O)N2CC3(C2)NC(OC3)=O)C1)(F)F 2-[6-[6-(trifluoromethyl)-3-pyridinyl]-2-azaspiro[3.3]heptane-2-carbonyl]-7-oxa-2,5-diazaspiro[3.4]octan-6-one